O1C[C@H](CC1)OS(=O)(=O)C methanesulfonic acid (S)-tetrahydrofuran-3-yl ester